C(CCCCCCCCCCCC)CN(C(=N)NCCCCCCCCCCC)CC(=O)O 2-(1-tridecylmethyl-3-undecylguanidino)acetic acid